C(C(=C)C)(=O)OCCN1C(NCC1)=O 1-(2-methacryloyloxyethyl)imidazolin-2-one